C1(=CC=CC=C1)S(=O)(=O)N1C=CC=2C1=NC=CC2C=2C(=CC(=NC2)NC(=O)[C@@H](CC(C)C)NC(OC(C)(C)C)=O)C tert-Butyl N-[(1R)-1-[[5-[1-(benzenesulfonyl)pyrrolo[2,3-b]pyridin-4-yl]-4-methyl-2-pyridyl]carbamoyl]-3-methyl-butyl]carbamate